O=C1C[C@H](N(C1)C(=O)O)C(=O)O (S)-4-oxopyrrolidine-1,2-dicarboxylic acid